1-benzyl-3-methyl-6-nitroquinoxalin-2-one C(C1=CC=CC=C1)N1C(C(=NC2=CC(=CC=C12)[N+](=O)[O-])C)=O